2-((2-methyl-3-(trifluoromethyl)phenyl)amino)-5-(trifluoromethyl)nicotinic acid CC1=C(C=CC=C1C(F)(F)F)NC1=C(C(=O)O)C=C(C=N1)C(F)(F)F